4-[3-[2,4-difluoro-3-(propylsulphonamido)benzoyl]-1H-pyrazolo[3,4-b]Pyridin-5-yl]3-Methylbenzenesulfonamide FC1=C(C(=O)C2=NNC3=NC=C(C=C32)C3=C(C=C(C=C3)S(=O)(=O)N)C)C=CC(=C1NS(=O)(=O)CCC)F